4-((S)-1-(2-chlorophenyl)ethoxy)-2,5-difluoro-N-((R,E)-4-(methylsulfonyl)but-3-en-2-yl)benzamide ClC1=C(C=CC=C1)[C@H](C)OC1=CC(=C(C(=O)N[C@H](C)\C=C\S(=O)(=O)C)C=C1F)F